N-((4,6-dimethyl-2-oxo-1,2-dihydropyridin-3-yl)methyl)-6-methyl-5-(1-morpholinoethyl)-2-(pyridin-4-yl)indolizine-7-carboxamide CC1=C(C(NC(=C1)C)=O)CNC(=O)C=1C(=C(N2C=C(C=C2C1)C1=CC=NC=C1)C(C)N1CCOCC1)C